C1(=CC=C(C=C1)C1=CC(=C2C=3C=CC(=C4C=CC5=C6C(N(C(C6=C6C(=C5C43)C2=C1C=C6)=O)CC(CCCC)CC)=O)C6=CC=C(C=C6)C6=CC=CC=C6)C6=CC=C(C=C6)C6=CC=CC=C6)C6=CC=CC=C6 6,8,11-tri([1,1'-biphenyl]-4-yl)-2-(2-ethylhexyl)-1H-peryleno[1,12-efg]isoindole-1,3(2H)-dione